CN1CCC(CC1)NC(C(CCSCCC(=O)OCC(CCCCCCCC)CCCCCC)NC(C(CCCCCCCCCC)CCCCCCCC)=O)=O 2-hexyldecyl 3-((4-((1-methylpiperidin-4-yl)amino)-3-(2-octyldodecanamido)-4-oxobutyl)thio)propanoate